C1(OC(C=2C=C3OC=4C=C5C(=CC4CC3=CC21)C(OC5=O)=O)=O)=O 1H-difuro[3,4-b:3',4'-i]xanthene-1,3,7,9(11H)-tetrone